3-[(5S)-5-(2-fluorophenyl)-3-oxo-6,7-dihydro-3H-pyrrolo[2,1-c][1,2,4]triazol-2(5H)-yl]bicyclo[1.1.1]pentane-1-carbonitrile FC1=C(C=CC=C1)[C@@H]1CCC2=NN(C(N21)=O)C21CC(C2)(C1)C#N